CC(CNC1=NC=C(C=C1)C1=NN(C=N1)C)CNC1=NC=C(C=N1)SC 2-Methyl-N1-(5-(1-methyl-1H-1,2,4-triazol-3-yl)pyridin-2-yl)-N3-(5-(methylsulfanyl)pyrimidin-2-yl)propane-1,3-diamine